methyl (S)-2-((4-(6-((benzo[d]oxazol-2-yl) methoxy) pyridin-2-yl) piperidin-1-yl) methyl)-1-((oxetan-2-yl) methyl)-1H-benzo[d]imidazole-6-carboxylate O1C(=NC2=C1C=CC=C2)COC2=CC=CC(=N2)C2CCN(CC2)CC2=NC1=C(N2C[C@H]2OCC2)C=C(C=C1)C(=O)OC